NC1=NC=2C=CC=CC2C2=C1N=C(N2CC(O)(C)C)COC 4-amino-α,α-dimethyl-2-methoxymethyl-1H-imidazo[4,5-c]quinoline-1-ethanol